(S)-3-(3-(4-hydroxy-1-methyl-2-oxo-1,2-dihydropyridin-3-yl)ureido)-3-(4-(3-methoxyphenoxy)phenyl)propanoic acid ethyl ester C(C)OC(C[C@@H](C1=CC=C(C=C1)OC1=CC(=CC=C1)OC)NC(=O)NC=1C(N(C=CC1O)C)=O)=O